6-chloro-2-((5-methoxy-3,4-dihydroquinolin-1(2H)-yl)methyl)quinazolin-4(3H)-one ClC=1C=C2C(NC(=NC2=CC1)CN1CCCC2=C(C=CC=C12)OC)=O